CC1=CC=C(C=C1)S(=O)(=O)OC[C@H](COC)OS(=O)(=O)C1=CC=C(C=C1)C (2S)-3-methoxypropane-1,2-diyl bis(4-methylbenzene-1-sulfonate)